COC(=O)C1=C(N(C(=C(C1=O)C=C)C)CC)C1=CC(=C(C=C1)Cl)Cl 2-(3,4-dichlorophenyl)-1-ethyl-6-methyl-4-oxo-5-vinyl-pyridine-3-carboxylic acid methyl ester